[N+](=O)([O-])CC(C1=C(NC2=CC=CC=C12)C1=CC=CC=C1)C1=CC(=CS1)S(=O)(=O)F 5-(2-nitro-1-(2-phenyl-1H-indol-3-yl)ethyl)thiophene-3-sulfonyl fluoride